ONC(C1=C(C(=CC=C1)N1CC(C1)OC1=CC=C(C=C1)NC(=O)NC1=CC(=CC=C1)C(F)(F)F)N1C=CC=C1)=O N-hydroxy-2-(1H-pyrrol-1-yl)-3-(3-(4-(3-(3-(trifluoromethyl)phenyl)ureido)phenoxy)azetidin-1-yl)benzamide